3-acetyl-8-bromo-5-chloro-2-((4-chlorobenzyl)thio)quinolin-4(1H)-one C(C)(=O)C1=C(NC2=C(C=CC(=C2C1=O)Cl)Br)SCC1=CC=C(C=C1)Cl